Methyl (2S)-2-(4-chloro-6-oxo-pyridazin-1-yl)propanoate ClC=1C=NN(C(C1)=O)[C@H](C(=O)OC)C